[Si](C)(C)(C(C)(C)C)O[C@H](CN1CC2=C(CC1)N(C(=N2)C(=O)OC(C)C)C)C isopropyl (S)-5-(2-((tert-butyldimethylsilyl) oxy) propyl)-1-methyl-4,5,6,7-tetrahydro-1H-imidazo[4,5-c]pyridine-2-carboxylate